3-chloro-2-[(3,3-dimethylpyrrolidin-2-yl)methoxy]pyridine ClC=1C(=NC=CC1)OCC1NCCC1(C)C